3-fluoro-6-[(1S,2S)-2-(4,4,5,5-tetramethyl-1,3,2-dioxaborolan-2-yl)cyclopropyl]-1-(2,2,2-trifluoroethyl)indazole FC1=NN(C2=CC(=CC=C12)[C@@H]1[C@H](C1)B1OC(C(O1)(C)C)(C)C)CC(F)(F)F